CC1=CC=CC(=N1)C1=NNC=C1C1=NC2=CC(=CN=C2C=C1)C=1C(=NNC1)C(F)(F)F 2-[3-(6-methyl-2-pyridyl)-1H-pyrazol-4-yl]-7-[3-(trifluoromethyl)-1H-pyrazol-4-yl]-1,5-naphthyridine